1-ethyl-5-isopropyl-5-azaindolium hydroxide [OH-].C(C)[N+]=1C=CC2=CN(C=CC12)C(C)C